methyl (3-ethyloxetane-3-yl)methacrylate C(C)C1(COC1)C=C(C(=O)OC)C